2-acryl-D-cysteine C(=O)(C=C)[C@@](N)(CS)C(=O)O